bis(2,2,6,6-tetramethyl-4-piperidinyl) succinate C(CCC(=O)OC1CC(NC(C1)(C)C)(C)C)(=O)OC1CC(NC(C1)(C)C)(C)C